2-azaspiro[3.3]heptane-2,6-dicarboxylic acid 2-(tert-butyl) ester 6-methyl ester COC(=O)C1CC2(CN(C2)C(=O)OC(C)(C)C)C1